Cl.ClC1=C(C(=CC=C1Cl)F)C1(CNCC1)NC1=CC=C2C(=NN(C2=C1)CCO)C(F)(F)F 2-(6-{[3-(2,3-dichloro-6-fluorophenyl)pyrrolidin-3-yl]amino}-3-(trifluoromethyl)indazol-1-yl)ethanol hydrochloride